C1(CCCCC1)NS(=O)(=O)C1=CC=2C(C3=CC(=CC=C3C2C=C1)S(=O)(=O)NC1CCCCC1)O N2,N7-dicyclohexyl-9-hydroxy-9H-fluorene-2,7-disulfonamide